2-((4-bromo-2-fluorophenyl)amino)-2-methylpropanenitrile BrC1=CC(=C(C=C1)NC(C#N)(C)C)F